2-[3-({[2-(2,6-dioxopiperidin-3-yl)-1,3-dioxo-2,3-dihydro-1H-isoindol-4-yl]oxy}methyl)piperidin-1-yl]ethyl methanesulfonate CS(=O)(=O)OCCN1CC(CCC1)COC1=C2C(N(C(C2=CC=C1)=O)C1C(NC(CC1)=O)=O)=O